CN1N=NC(=C1)C1=CC=C(C=C1)CN 1-[4-(1-methyl-1H-1,2,3-triazol-4-yl)phenyl]methylamine